C(CCCCCCCCCC=CCCCCCCCC)(=O)OCCCCCCCCCCCCCCCCCCCCCCCCC pentacosyl eicosa-11-enoate